NC=1C2=C(N=CN1)N(C(=C2C=2C=NC(=NC2)C(F)(F)F)C#N)[C@@H](C)C=2N=NN(C2C)C2=C(C=CC=C2)F 4-amino-7-{(1S)-1-[1-(2-fluorophenyl)-5-methyl-1H-1,2,3-triazol-4-yl]ethyl}-5-[2-(trifluoromethyl)pyrimidin-5-yl]-7H-pyrrolo[2,3-d]pyrimidine-6-carbonitrile